3-neopentyl-5,6,7,8-tetrahydro-4H-cyclohepta[d]thiazol-3-ium C(C(C)(C)C)[N+]1=CSC2=C1CCCCC2